tert-butyl 3-methyl-1-oxobutan-2-ylcarbamate CC(C(C=O)NC(OC(C)(C)C)=O)C